NC1=C(C(=C(C=N1)C=1C=C(C(=O)N(C)C)C=CC1)CC)C1=CC=C(C=C1)O 3-[6-amino-4-ethyl-5-(4-hydroxyphenyl)-3-pyridyl]-N,N-dimethyl-benzamide